C(#N)C1=C(C(=NC=C1)N1CC2(CC1)OCCCC2)NC(=O)N2CCC(CC2)(C)C2=NOC(=N2)[C@H]2[C@H](C2)F N-(4-cyano-2-(6-oxa-2-azaspiro[4.5]decan-2-yl)pyridin-3-yl)-4-(5-((1S,2S)-2-fluorocyclopropyl)-1,2,4-oxadiazol-3-yl)-4-methylpiperidine-1-carboxamide